C(C)N1C[C@@H](CCC1)NC1=CC(=C(N=N1)C1=CC=C2C=C(NC2=C1)C#N)C 6-[6-[[(3R)-1-Ethyl-3-piperidyl]amino]-4-methyl-pyridazin-3-yl]-1H-indole-2-carbonitrile